5-bromo-N-(2-carbamoyl-4,6-dichloro-phenyl)-2-(3-chloro-2-pyridyl)pyrazole-3-carboxamide BrC=1C=C(N(N1)C1=NC=CC=C1Cl)C(=O)NC1=C(C=C(C=C1Cl)Cl)C(N)=O